CCCCCCCCC#CC undecan-9-yn